1,2,3,4-butanetetracarboxylic acid tetra(2-isopropylcyclohexylamide) C(C)(C)C1C(CCCC1)NC(=O)CC(C(CC(=O)NC1C(CCCC1)C(C)C)C(=O)NC1C(CCCC1)C(C)C)C(=O)NC1C(CCCC1)C(C)C